COC1=NC=CC(=C1)C1=C(C(=CC=C1)C)NC(=O)N=[S@@](=O)(N)C=1C=NN2C1OCCC2 (S)-N'-((2-(2-methoxypyridin-4-yl)-6-methylphenyl)carbamoyl)-6,7-dihydro-5H-pyrazolo[5,1-b][1,3]oxazine-3-sulfonimidamide